O1C=NC2=C1C=CC(=C2)CN(C(=O)[C@H]2N(C[C@H](C2)F)S(=O)(=O)C2=CC=C(C)C=C2)C2CCC(CC2)(F)F (2S,4S)-4-Fluoro-1-(toluene-4-sulfonyl)-pyrrolidine-2-carboxylic acid benzooxazol-5-ylmethyl-(4,4-difluoro-cyclohexyl)-amide